3-(5-bromo-2-(isobutyryloxy)-3-(4-methyl-benzoyloxy)benzylideneamino)benzoic acid BrC=1C=C(C(=C(C=NC=2C=C(C(=O)O)C=CC2)C1)OC(C(C)C)=O)OC(C1=CC=C(C=C1)C)=O